C(C)N(C(C(C(C)=O)CNC(C=C)=O)=O)CC N,N-diethyl-3-oxo-2-[(prop-2-enoylamino)methyl]butanamide